L-2-HYDROXYGLUTARATE O[C@H](C(=O)[O-])CCC(=O)[O-]